N-[(1S)-1-(dicyclopropylmethyl)-2-[[1-[[3,5-dimethyl-1-(2-trimethylsilylethoxymethyl)pyrazol-4-yl]methyl]pyrazol-4-yl]amino]-2-oxo-ethyl]-2-isopropyl-pyrazole-3-carboxamide C1(CC1)C([C@@H](C(=O)NC=1C=NN(C1)CC=1C(=NN(C1C)COCC[Si](C)(C)C)C)NC(=O)C=1N(N=CC1)C(C)C)C1CC1